6-chloro-2,2-difluorobenzo[d][1,3]dioxol ClC=1C=CC2=C(OC(O2)(F)F)C1